C1(N(N=CC2=CC=CC=C12)C(=O)O)C(=O)O phthalazine-1,2-dicarboxylic acid